FC(OC1=CC=C(C(=N1)C)S(=O)(=O)N1CC2(C1)CNC2)F 2-((6-(difluoromethoxy)-2-methylpyridin-3-yl)sulfonyl)-2,6-diazaspiro[3.3]heptane